4-(2-amino-7-oxothiazolo[4,5-d]pyrimidin-6(7H)-yl)benzonitrile NC=1SC2=C(N=CN(C2=O)C2=CC=C(C#N)C=C2)N1